COC(=O)C=1C=CC2=C(N(C(=N2)CN2CCC=3C=C(C(=NC3C2)OCC2=CC=C(C=C2)Cl)Cl)C[C@H]2OCC2)C1 (S)-2-((3-chloro-2-((4-chlorobenzyl)oxy)-5,8-dihydro-1,7-naphthyridin-7(6H)-yl)methyl)-1-(oxetan-2-ylmethyl)-1H-benzo[d]imidazole-6-carboxylic acid methyl ester